C[Si](CCOCN1C=CC=2C(=CC=CC12)C(=O)[O-])(C)C 1-((2-(trimethylsilyl)ethoxy)methyl)-1H-indole-4-carboxylate